(3R)-3-(4-Chlorophenyl)-2-[(5-chloropyridin-2-yl)methyl]-6-[1-hydroxy-1-(1-methylpiperidin-4-yl)ethyl]-3-methoxy-2,3-dihydro-1H-isoindol-1-on ClC1=CC=C(C=C1)[C@@]1(N(C(C2=CC(=CC=C12)C(C)(C1CCN(CC1)C)O)=O)CC1=NC=C(C=C1)Cl)OC